Chloro{5-(ethylsulfonyl)-1-methyl-4-[3-methyl-6-(trifluoromethyl)-3H-imidazo[4,5-c]pyridin-2-yl]-1H-imidazol-2-yl}zinc lithium chloride [Cl-].[Li+].Cl[Zn]C=1N(C(=C(N1)C1=NC2=C(C=NC(=C2)C(F)(F)F)N1C)S(=O)(=O)CC)C